2-{1-[3-(amidinothio)propyl]-1H-indol-3-yl}-3-(1-methylindol-3-yl)maleimide C(N)(=N)SCCCN1C=C(C2=CC=CC=C12)C=1C(=O)NC(C1C1=CN(C2=CC=CC=C12)C)=O